CNC1=NC(=NC(=C1)C)NC=1C=C2[C@@H](CCOC2=C(C1F)C=1CCCNCC1)C |o1:13| N4,6-dimethyl-N2-[rel-(4R)-7-fluoro-4-methyl-8-(2,3,4,7-tetrahydro-1H-azepin-5-yl)chroman-6-yl]pyrimidine-2,4-diamine